C(C)(C)C1=C(NC2=CC=C(C=C12)OCC1CCN(CC1)CCC)C=1C(=C(C=2N(C1)C=NN2)C)C 6-(3-Isopropyl-5-((1-propylpiperidin-4-yl)methoxy)-1H-indol-2-yl)-7,8-dimethyl-[1,2,4]triazolo[4,3-a]pyridin